CC1=NC2=C(C=CC=C2C=C1C1C(NC(CC1)=O)=O)C 3-(2,8-dimethylquinolin-3-yl)piperidine-2,6-dione